6-[(4-azido-2-nitrophenyl)amino]hexanoic acid N(=[N+]=[N-])C1=CC(=C(C=C1)NCCCCCC(=O)O)[N+](=O)[O-]